CC1=NOC(=C1C1=CC=C(C=C1)NC1=NC=CC(=N1)NC1=NC(=NC=C1)C1=NC(=CC=C1)C)C N2-[4-(3,5-dimethylisoxazol-4-yl)phenyl]-N4-[2-(6-methyl-2-pyridyl)pyrimidin-4-yl]pyrimidine-2,4-diamine